S1(C=CCC=C1)=O.[N].[V].[C] carbon vanadium nitrogen 4H-thiopyranone